Cl.Cl.NC1=NC=C(C(=N1)N)CN1CCC2=CC(=CC=C12)C1=C(C=C2C(C(=CN(C2=C1OC)CC)C(=O)O)=O)F 7-(1-((2,4-diaminopyrimidin-5-yl)methyl)indolin-5-yl)-1-ethyl-6-fluoro-8-methoxy-4-oxo-1,4-dihydroquinoline-3-carboxylic acid dihydrochloride